((6-bromohexyl)oxy)(tert-butyl)diphenylsilane BrCCCCCCO[Si](C1=CC=CC=C1)(C1=CC=CC=C1)C(C)(C)C